CC1N(C(CC(C1)OS(=O)(=O)C1=CC=C(C=C1)C)C)C(=O)OC(C)(C)C tert-butyl 2,6-dimethyl-4-(p-tolylsulfonyl oxy)piperidine-1-carboxylate